C(C1=CC=CC=C1)(=O)C1=C(N=C(S1)C1=C(C(=O)N)C=CC=C1)C1=CC=CC=C1 (5-benzoyl-4-phenyl-1,3-thiazol-2-yl)benzamide